FC(C=1C=2C=3N(C(=NC2C=CC1C)NC=1C(N=CC=CC1)=O)N=C(N3)C=3C=NN(C3)C)F (3R)-3-{[10-(difluoromethyl)-9-methyl-2-(1-methyl-1H-pyrazol-4-yl)[1,2,4]triazolo[1,5-c]quinazolin-5-yl]amino}azepin-2-one